C1(CC1)C1=NN(C=C1C(=O)N[C@H](C1=NC2=C(N1)C=C(C=C2)[C@@H](C)NC(CCC(F)(F)F)=O)C2CCC(CC2)(F)F)CC(F)(F)F 3-Cyclopropyl-N-((S)-(4,4-difluorocyclohexyl)(6-((R)-1-(4,4,4-trifluorobutanamido)ethyl)-1H-benzo[d]imidazol-2-yl)methyl)-1-(2,2,2-trifluoroethyl)-1H-pyrazole-4-carboxamide